Cl.O[C@@H]1C[C@H](NC1)C(=O)OCC1=CC=CC=C1 benzyl (2S,4R)-4-hydroxypyrrolidine-2-carboxylate hydrochloride